6-(1-(8-azabicyclo[3.2.1]oct-3-yl)piperidin-4-yl)-4-fluoro-1-methyl-2-(4-(methylsulfonyl)phenyl)-1H-benzo[d]imidazole dihydrochloride Cl.Cl.C12CC(CC(CC1)N2)N2CCC(CC2)C=2C=C(C1=C(N(C(=N1)C1=CC=C(C=C1)S(=O)(=O)C)C)C2)F